C(C)(C)(C)OC(=O)N1C2CN(CC1C2)C2=NC=C(C=C2)C=2C=1N(C=C(C2)OCC)N=C2C1C=NN2 3-(5-(6-ethoxy-1H-pyrazolo[3',4':3,4]pyrazolo[1,5-a]pyridin-4-yl)pyridin-2-yl)-3,6-diazabicyclo[3.1.1]heptane-6-carboxylic acid tert-butyl ester